(R)-4-(((4-oxochroman-7-yl)oxy)(2-phenylpyridin-4-yl)methyl)benzamide O=C1CCOC2=CC(=CC=C12)O[C@H](C1=CC=C(C(=O)N)C=C1)C1=CC(=NC=C1)C1=CC=CC=C1